FC=1C(=NC=CC1C=1C=CC2=C(C(=CO2)CO)C1)CCC(C)(S(=O)N)C ((3-fluoro-4-(3-(hydroxymethyl)benzofuran-5-yl)pyridin-2-yl)methyl)-2-methylpropane-2-sulfinamide